2-(6-(5-chloro-1-((5-(2-methoxypyridin-4-yl)pyrazin-2-yl)methyl)-1H-indazol-7-carboxamido)spiro[3.3]heptan-2-yl)acetic acid ClC=1C=C2C=NN(C2=C(C1)C(=O)NC1CC2(CC(C2)CC(=O)O)C1)CC1=NC=C(N=C1)C1=CC(=NC=C1)OC